C1=CC2=C(C=C1S(=O)(=O)O)C(=C(N2)C3=NC4=C(C3=O)C=C(C=C4)S(=O)(=O)O)O The molecule is a member of the class of indolones obtained by formal 2,2'-oxidative coupling of two molecules of 3-oxo-2,3-dihydroindole-5-sulfonic acids. It has a role as a food colouring and a histological dye. It is a member of indolones, an olefinic compound, an enone, an arenesulfonic acid and a ring assembly. It is a conjugate acid of an indigo carmine(2-).